ClC=1C(=NC=C(C1[C@@H](C)OC=1C=C2C(=NN(C2=CC1)C1OCCCC1)C=1C=NC(=CC1)O[C@H]1COCC1)Cl)C 5-((R)-1-(3,5-Dichloro-2-methylpyridin-4-yl)ethoxy)-1-(tetrahydro-2H-pyran-2-yl)-3-(6-(((R)-tetrahydrofuran-3-yl)oxy)pyridin-3-yl)-1H-indazole